FC(OC1=CC=C(C=C1)S(=O)(=O)N1CCOC2(C1)CCN(CC2)C2CCOCC2)F 4-((4-(difluoromethoxy)phenyl)sulfonyl)-9-(tetrahydro-2H-pyran-4-yl)-1-oxa-4,9-diazaspiro[5.5]undecane